N-benzyl-2-(difluoromethoxy)-3,4,5,6-tetrafluoro-benzenesulfonamide C(C1=CC=CC=C1)NS(=O)(=O)C1=C(C(=C(C(=C1F)F)F)F)OC(F)F